N-(5-cyano-4'-((2-(1,1-difluoroethyl)pyrimidin-4-yl)amino)-[2,3'-bipyridin]-6'-yl)acetamide C(#N)C=1C=CC(=NC1)C=1C=NC(=CC1NC1=NC(=NC=C1)C(C)(F)F)NC(C)=O